ClC=1C=CC(=NC1)C1=CN=C2C(=N1)C(NC2=O)=O (5-chloro-2-pyridyl)-5,7-dioxo-6,7-dihydro-5H-pyrrolo(3,4-b)pyrazine